N-methyl-triazolesulfonamide CNS(=O)(=O)C=1N=NNC1